ClC1=C(C(=CC2=CC=CC=C12)Cl)C1=CC=NN1C 5-(1,3-dichloro-2-naphthyl)-1-methyl-pyrazole